C(N)(=O)[C@H]1N2C(N([C@H](C(=C1)C)C2)O[C@@H](C(=O)[O-])F)=O.[Li+] lithium (2R)-2-(((2S,5R)-2-carbamoyl-4-methyl-7-oxo-1,6-diazabicyclo[3.2.1]oct-3-en-6-yl) oxy)-2-fluoroacetate